ClC1=NC(=CC=C1C(=O)NS(=O)(=O)C1=CC=CC(=N1)NCCOC1CC(N(C1)C(=O)OC(C)(C)C)(C)C)N1N=C(C=C1)OCC(C(C)C)C(C)C tert-Butyl 4-[2-[[6-[[2-chloro-6-[3-(2-isopropyl-3-methyl-butoxy)pyrazol-1-yl]pyridine-3-carbonyl]sulfamoyl]-2-pyridyl]amino]ethoxy]-2,2-dimethyl-pyrrolidine-1-carboxylate